N1=C(C=CC=C1)CCNC(C(=O)N)=O N2-(2-(pyridin-2-yl)ethyl)oxalamide